FC1(CCNCC1)C1=CC(=C(C=C1)C1=NNC(=C1)NC=1N=CC(=NC1)C#N)OC 5-[[3-[4-(4-fluoro-4-piperidyl)-2-methoxy-phenyl]-1H-pyrazol-5-yl]amino]pyrazine-2-carbonitrile